Ethyl 2-(thiazole-5-carbonyl)-2,8-diazaspiro[4.5]decane-4-carboxylate S1C=NC=C1C(=O)N1CC2(C(C1)C(=O)OCC)CCNCC2